FC1=C(OCCCSCC2=CNC(O2)=S)C=CC(=C1)F 5-[(2,4-difluorophenoxypropylsulfanyl)methyl]oxazole-2(3H)-thione